4-methyl-2-(5-(8-methyl-[1,2,4]triazolo[1,5-a]pyridin-6-yl)-4-(2,2,2-trifluoroethyl)-1H-pyrazol-3-yl)-5-(4-methylpiperazin-1-yl)thiazole CC=1N=C(SC1N1CCN(CC1)C)C1=NNC(=C1CC(F)(F)F)C=1C=C(C=2N(C1)N=CN2)C